CC(C)[C@H]1CC[C@]2(C1C3CCC4[C@]5(CCCC(C5CC[C@]4([C@@]3(CC2)C)C)(C)C)C)C Lupane